C(CC)S(=O)(=O)N1CCC(CC1)N 1-propylsulfonylpiperidin-4-amine